N-((6aR,8R)-3-chloro-5-(4-(trifluoromethyl)phenyl)-5,6,6a,7,8,9-hexahydropyrido[3,2-e]pyrrolo[1,2-a]pyrazin-8-yl)acetamide ClC1=CC=2N(C[C@@H]3N(C2N=C1)C[C@@H](C3)NC(C)=O)C3=CC=C(C=C3)C(F)(F)F